2-(6-((2S,5R)-2,5-dimethyl-4-(1-(3-morpholinophenyl)ethyl)piperazin-1-yl)-9-ethyl-3-methyl-2-oxo-3,9-dihydro-2H-purin-8-yl)acetonitrile C[C@@H]1N(C[C@H](N(C1)C(C)C1=CC(=CC=C1)N1CCOCC1)C)C=1C=2N=C(N(C2N(C(N1)=O)C)CC)CC#N